ClC=1C=CC=C2C=CC=C(C12)N1CC=2N=C(N=C(C2CC1)N1CC(CC1)S(=O)(=O)CCO)OC[C@H]1N(CCC1)C 2-((1-(7-(8-chloronaphthalen-1-yl)-2-(((S)-1-methylpyrrolidin-2-yl)methoxy)-5,6,7,8-tetrahydropyrido[3,4-d]pyrimidin-4-yl)pyrrolidin-3-yl)sulfonyl)ethanol